Cl.C(C)N(C(=O)C=1C2=CN(N=C2C(=CC1)C(=O)O)C)CC 4-(diethylcarbamoyl)-2-methyl-2H-indazole-7-carboxylic acid hydrochloride